((S)-cyclopropyl(3-methoxyphenyl)methyl)-2-(2,6-dioxopiperidin-3-yl)-1-oxoisoindoline-5-carboxamide C1(CC1)[C@@H](C1=CC(=CC=C1)OC)C1N(C(C2=CC=C(C=C12)C(=O)N)=O)C1C(NC(CC1)=O)=O